4-chloro-3-methoxy-N-[3-(1,2-oxazol-4-yl)-1H-indazol-5-yl]pyridine-2-carboxamide ClC1=C(C(=NC=C1)C(=O)NC=1C=C2C(=NNC2=CC1)C=1C=NOC1)OC